(5-(difluoromethyl)-1,3,4-thiadiazol-2-yl)-N-(1-methylcyclopropyl)-5-(2-oxa-7-azaspiro[3.5]nonan-7-yl)imidazo[1,5-a]pyridine-7-sulfonamide FC(C1=NN=C(S1)C=1N=CN2C1C=C(C=C2N2CCC1(COC1)CC2)S(=O)(=O)NC2(CC2)C)F